ClC=1C=C(C=NC1N1N=CC=N1)NC(=O)[C@@H]1C[C@](C2=C1C=NC=1N2N=C(C1)F)(C)C=1C=NN(C1)C(F)F (cis)-N-(5-chloro-6-(2H-1,2,3-triazol-2-yl)pyridin-3-yl)-8-(1-(difluoromethyl)-1H-pyrazol-4-yl)-2-fluoro-8-methyl-7,8-dihydro-6H-cyclopenta[e]pyrazolo[1,5-a]pyrimidine-6-carboxamide